3-(5-bromo-3'-nitro-[1,1'-biphenyl]-2-yl)-4-methyl-4H-1,2,4-triazole BrC=1C=CC(=C(C1)C1=CC(=CC=C1)[N+](=O)[O-])C1=NN=CN1C